BrC=1C2(C3=CC4=C(OCCO4)C=C3C1)CCC1(CC2)OCCO1 7''-bromo-2'',3''-dihydrodispiro[[1,3]dioxolane-2,1'-cyclohexane-4',6''-indeno[5,6-b][1,4]dioxine]